hydroxyl-bicarbonate OOC([O-])=O